C(C)(C)(C)C1(CC=2C3(C4=CC=CC=C4C2C=C1)C1=CC=CC=C1C=1C=CC=CC13)C(C)(C)C 2,2-di-tert-butyl-9,9-spirobifluorene